FC(C(=O)O)(F)F.FC(C(=O)O)(F)F.C1(=CC=CC2=NC3=CC=CC=C3C=C12)C=1C=CC2=CC3=CC=CC=C3N=C2C1 3-acridinyl-acridine ditrifluoroacetate salt